4-(2-fluoroethoxy)isoxazole-3-carboxylic acid FCCOC=1C(=NOC1)C(=O)O